(5s,8s)-N-((S)-1-(2-chloro-4-fluorophenyl)ethyl)-5-fluoro-8-hydroxy-8-methyl-5,6,7,8-tetrahydroquinoline-5-carboxamide ClC1=C(C=CC(=C1)F)[C@H](C)NC(=O)[C@]1(C=2C=CC=NC2[C@@](CC1)(C)O)F